FC(C=1C(=C(C=CC1)[C@@H](C)NC(=O)C=1C=C(C(=C2C=NNC12)OC)C=1CCS(CC1)(=O)=O)F)F N-[(1R)-1-[3-(difluoromethyl)-2-fluoro-phenyl]ethyl]-5-(1,1-dioxo-3,6-dihydro-2H-thiopyran-4-yl)-4-methoxy-1H-indazole-7-carboxamide